CC(C)N1C(CN2C(CC1)=CC(=N2)NC=2N=CC1=C(N2)CNCC1)=O 6-(propan-2-yl)-2-({5H,6H,7H,8H-pyrido[3,4-d]pyrimidin-2-yl}amino)-4H,5H,6H,7H,8H-pyrazolo[1,5-d][1,4]diazepin-7-one